3-(8-methyl-3,8-diazabicyclo[3.2.1]octan-3-yl)benzene-1,2-diamine CN1C2CN(CC1CC2)C2=C(C(=CC=C2)N)N